C1(=CC=CC=C1)C(=C1CCN(CC1)C(=O)C=1C=NC=C(C1)F)C1=CC=CC=C1 3-[4-(diphenylmethylidene)piperidine-1-carbonyl]-5-fluoropyridine